C12(CC(C1)C2)NC(=O)C=2C(N(C1=NC=C(C=C1C2)C(C)C)CC2=CC=C(C=C2)F)=O N-(bicyclo[1.1.1]pentan-1-yl)-1-(4-fluorobenzyl)-6-isopropyl-2-oxo-1,2-dihydro-1,8-naphthyridine-3-carboxamide